Butyl 4-(6-((5-fluoro-4-(8-fluoro-2-methylquinolin-6-yl)pyrimidin-2-yl)amino)pyridin-3-yl)piperazine-1-carboxylate FC=1C(=NC(=NC1)NC1=CC=C(C=N1)N1CCN(CC1)C(=O)OCCCC)C=1C=C2C=CC(=NC2=C(C1)F)C